1-{6-[cis-3-(5-amino-8-methoxy[1,2,4]triazolo[1,5-c]quinazolin-2-yl)cyclobutyl]pyridin-3-yl}-2-methylpropan-2-ol NC1=NC=2C=C(C=CC2C=2N1N=C(N2)[C@H]2C[C@H](C2)C2=CC=C(C=N2)CC(C)(O)C)OC